8-(1,1-Dimethylsilinan-4-yl)-5-methyl-2-((7-methyl-[1,2,4]triazolo[1,5-a]pyridin-6-yl)amino)-7,8-dihydropteridin-6(5H)-one C[Si]1(CCC(CC1)N1CC(N(C=2C=NC(=NC12)NC=1C(=CC=2N(C1)N=CN2)C)C)=O)C